C(CCCCCCCCCCCCCCCCCCCCCCCCCCCCC)(=O)N melissic amide